2-(4-(bromomethyl)-3-methoxyphenoxy)-N-methylethan-1-amine BrCC1=C(C=C(OCCNC)C=C1)OC